5-Chloro-2-(imidazo[1,2-a]pyridin-7-yl)[1,2,4]triazolo[1,5-c]quinazoline ClC1=NC=2C=CC=CC2C=2N1N=C(N2)C2=CC=1N(C=C2)C=CN1